CC(C)C1=CC=C(C=C1)C(C=O)C 4-(1-methylethyl)-phenylpropanal